ClC1=CC=C(C=C1)C(C1=CC=C(C=C1)Cl)NC(C(CNC(OCC1=CC=CC=C1)=O)NC(OC(C)(C)C)=O)=O Benzyl tert-butyl (3-((bis(4-chlorophenyl)methyl)amino)-3-oxopropane-1,2-diyl)dicarbamate